BrC=1C=NN(C1C1=C(C#N)C(=CC(=C1F)C#CC1CN(CC1)C)OC1CC1)C 2-(4-bromo-1-methyl-1H-pyrazol-5-yl)-6-cyclopropoxy-3-fluoro-4-((1-methylpyrrolidin-3-yl)ethynyl)benzonitrile